N1NC=CC2=C1C=CC=NS2 Dihydropyridazinothiazepine